C1=C(C=CC=2C3=CC=C(C=C3CC12)O)O 9H-fluorene-2,7-diol